C(=O)C=1C=C(C2=CC=CC=C2C1)CNC(OC(C)(C)C)=O tert-butyl (3-formylnaphthalen-1-yl)methylcarbamate